3-(3-chlorophenoxy)-2-(tritylamino)propionic acid (S)-methyl ester COC(C(COC1=CC(=CC=C1)Cl)NC(C1=CC=CC=C1)(C1=CC=CC=C1)C1=CC=CC=C1)=O